N-[[6-(trifluoromethyl)-1-[4-(trifluoromethyl)phenyl]indazol-3-yl]methyl]prop-2-enamide FC(C1=CC=C2C(=NN(C2=C1)C1=CC=C(C=C1)C(F)(F)F)CNC(C=C)=O)(F)F